9,9-bis[2-(N,N-diethylcarbamoyl)ethyl]Fluorene C(C)N(C(=O)CCC1(C2=CC=CC=C2C=2C=CC=CC12)CCC(N(CC)CC)=O)CC